C(C)(C)(C)N1N=C(C(=C1C)O)C1=CC(=CC=C1)CC 1-(tert-Butyl)-5-methyl-3-(3-Ethylphenyl)-pyrazol-4-ol